[Gd+3].C1(CC1)C1=NC2=CC=CC=C2C(=C1CO)C1=CC=C(C=C1)F (2-cyclopropyl-4-(4-fluorophenyl)quinolin-3-yl)methanol gadolinium (3+)